chloro-1-methyl-1H-pyrazolo[4,3-b]pyridine ClC1=NN(C=2C1=NC=CC2)C